The molecule is a pyrrolotriazine that is pyrrolo[2,1-f][1,2,4]triazine which is substituted at position 2 by the pyrrolidine nitrogen of (2S)-N-(6-fluoropyridin-3-yl)-2-methylprolinamide, and at position 4 by a (5-cyclopropyl-1H-pyrazol-3-yl)amino group. It is a potent, reversible inhibitor of the insulin-like growth factor 1 receptor/insulin receptor family kinases. It has a role as an EC 2.7.10.1 (receptor protein-tyrosine kinase) inhibitor and an antineoplastic agent. It is a pyrrolotriazine, a member of pyrazoles, a member of pyridines and a member of pyrrolidines. C[C@]1(CCCN1C2=NN3C=CC=C3C(=N2)NC4=NNC(=C4)C5CC5)C(=O)NC6=CN=C(C=C6)F